Cl.Cl.Cl.C(C)OC1=CC=C(C=C1)C1=NC2=C(N1)C=CC(=C2)C2=NC1=C(N2)C=CC(=C1)N1CCN(CC1)C 2'-(4-ethoxyphenyl)-5-(4-methyl-1-piperazinyl)-2,5'-bi-1H-benzimidazol trihydrochloride